O1CC(C2=C1C=CC=C2)CN 2,3-dihydrobenzo-furan-3-ylmethanamine